(S)-2-(1-(4-amino-3-(2,3-difluoro-4-methoxyphenyl)-1H-pyrazolo[3,4-d]pyrimidin-1-yl)ethyl)-5-chloro-3-phenylquinazoline NC1=C2C(=NC=N1)N(N=C2C2=C(C(=C(C=C2)OC)F)F)C(C)[C@@H]2N=C1C=CC=C(C1=CN2C2=CC=CC=C2)Cl